C1(CCC(N1OC(CCCCCCCCCCCCCCCCCCC)=O)=O)=O arachidic acid succinimidyl ester